(7-(2-chloro-5-methylphenoxy)-2-azaspiro[3.5]non-2-yl)((1s,3s)-3-hydroxy-3-methylcyclobutyl)methanone ClC1=C(OC2CCC3(CN(C3)C(=O)C3CC(C3)(C)O)CC2)C=C(C=C1)C